CC1=CC(=NO1)C(=O)N 5-methylisoxazole-3-carboxamide